methyldi(dodecyl)ammonium tetrakis-(2,3,4,6-tetrafluorophenyl)borate FC1=C(C(=CC(=C1F)F)F)[B-](C1=C(C(=C(C=C1F)F)F)F)(C1=C(C(=C(C=C1F)F)F)F)C1=C(C(=C(C=C1F)F)F)F.C[NH+](CCCCCCCCCCCC)CCCCCCCCCCCC